(E)-10-(3-Bromobenzylidene)-3,3-dimethyl-2,3,4a,9,9a,10-hexahydro-1H-indeno[1,2-c]pyrazolo[1,2-a]pyrazol-1-one BrC=1C=C(\C=C\2/C3C(N4N2C(CC4(C)C)=O)C=4C=CC=CC4C3)C=CC1